ClC=1C(=C(C=CC1)C(C)(C#N)C1=NC(=NC=C1C(=O)OCC)SC)F ethyl 4-[1-(3-chloro-2-fluorophenyl)-1-cyanoethyl]-2-(methylsulfanyl)pyrimidine-5-carboxylate